C(#N)CC(C1=CC=C(C=C1)S(=O)(=O)CC)NC(C1=CC=C(C=C1)[C@@H]1N(CCNC1)CC1=CC=C(C=C1)C(F)(F)F)=O (S)-N-(2-cyano-1-(4-(ethylsulfonyl)phenyl)ethyl)-4-(1-(4-(trifluoromethyl)benzyl)piperazin-2-yl)benzamide